β-naphthalic acid C1=C(C=CC2=CC=CC=C12)C(=O)O